[1-[(1S)-1-[(1R,2R)-2-[[2,2-dimethyl-7-(trifluoromethoxy)chroman-4-yl]carbamoyl]cyclopropyl]-3-methoxy-propyl]-4,4-dimethyl-6-oxo-hexahydropyrimidin-2-ylidene]ammonium CC1(OC2=CC(=CC=C2C(C1)NC(=O)[C@H]1[C@@H](C1)[C@H](CCOC)N1C(NC(CC1=O)(C)C)=[NH2+])OC(F)(F)F)C